dimethylaminodithiocarbamate CN(C)NC([S-])=S